2-methyl-2-[4-[3-methyl-2-oxo-8-(quinolin-3-yl)-2,3-dihydro-imidazo[4,5-c]quinolin-1-yl]phenyl]propionitrile CC(C#N)(C)C1=CC=C(C=C1)N1C(N(C=2C=NC=3C=CC(=CC3C21)C=2C=NC1=CC=CC=C1C2)C)=O